CN1C=2C(=NN3C(=NN=C3C2OCC1)C1=CC(=CC=C1)OC(F)(F)F)NC1CCN(CC1)C 10-methyl-N-(1-methylpiperidin-4-yl)-5-[3-(trifluoromethoxy)phenyl]-13-oxa-3,4,6,7,10-pentazatricyclo[7.4.0.02,6]trideca-1(9),2,4,7-tetraen-8-amine